BrCCCCCCCSC1=C2CN(C(C2=CC=C1)=O)C1C(NC(CC1)=O)=O 3-(4-(7-bromoheptylsulfanyl)-1-oxoisoindolin-2-yl)piperidine-2,6-dione